3-Bromo-6,6-dimethyl-8-(4-(4-methylpiperazin-1-yl)piperidin-1-yl)-6,11-dihydro-5H-benzo[b]Carbazole-9-carbonitrile BrC1=CC=C2C=3CC4=C(C(C3NC2=C1)(C)C)C=C(C(=C4)C#N)N4CCC(CC4)N4CCN(CC4)C